C[C@@]12[C@@](CNC1)(CN(C2)C2=CC=C(C=C2)N2CCS(CC2)(=O)=O)C 4-(4-(cis-3a,6a-dimethylhexahydropyrrolo[3,4-c]pyrrol-2(1H)-yl)phenyl)thiomorpholine 1,1-dioxide